NC1CCC(CC1)N(C1=C2CN(C(C2=CC=C1)=O)C1C(NC(CC1)=O)=O)CC(C)C 3-(4-(((1r,4r)-4-aminocyclohexyl)(isobutyl)amino)-1-oxoisoindolin-2-yl)piperidine-2,6-dione